6-(4-fluorophenyl)-8-methoxy-N-(2-morpholinoethyl)quinazolin-4-amine FC1=CC=C(C=C1)C=1C=C2C(=NC=NC2=C(C1)OC)NCCN1CCOCC1